4-(2-N-Boc-hydrazino)benzoic acid C(=O)(OC(C)(C)C)NNC1=CC=C(C(=O)O)C=C1